Diethyl {[1-(4-methoxybenzyl)-3-(6-methylpyridin-2-yl)-1H-pyrazol-5-yl]methyl}phosphonate COC1=CC=C(CN2N=C(C=C2CP(OCC)(OCC)=O)C2=NC(=CC=C2)C)C=C1